(1S,2R)-2-octylcyclopropanecarboxylic acid C(CCCCCCC)[C@H]1[C@H](C1)C(=O)O